NC1=C(SC=2N=C(SC21)C)C(=O)NC2CC=1C(=NC(=CC1)N1CC(C(C1)CF)N)OC2 6-amino-N-{7-[3-amino-4-(fluoromethyl)pyrrolidin-1-yl]-2H,3H,4H-pyrano[2,3-b]pyridin-3-yl}-2-methylthieno[2,3-d][1,3]thiazole-5-carboxamide